C(#N)[C@@H]1C[C@@]2(CN1C([C@H](CC=1C=NC=CC1)NC([C@H](C(C)(C)C)NC(C(F)(F)F)=O)=O)=O)C(NC1=CC=CC=C12)=O (S)-N-((S)-1-((3R,5'S)-5'-cyano-2-oxospiro[indoline-3,3'-pyrrolidine]-1'-yl)-1-oxo-3-(pyridin-3-yl)propan-2-yl)-3,3-dimethyl-2-(2,2,2-trifluoroacetylamino)butanamide